ClCC1=CN=C2C=C(C(NC2=C1)=O)C1CC1 7-(chloromethyl)-3-cyclopropyl-1,5-naphthyridine-2(1H)-one